tert-butyl (4-(((1R,2R)-2-((tert-butoxycarbonyl)amino)cyclopentyl) amino)butyl)(2-chloro-4-(N-(2,4-dimethoxybenzyl)-N-(1,2,4-thiadiazol-5-yl)sulfamoyl)-5-fluorophenyl)carbamate C(C)(C)(C)OC(=O)N[C@H]1[C@@H](CCC1)NCCCCN(C(OC(C)(C)C)=O)C1=C(C=C(C(=C1)F)S(N(C1=NC=NS1)CC1=C(C=C(C=C1)OC)OC)(=O)=O)Cl